2-(4-trifluoromethyl-phenyl)-5-(2-benzothienyl)pyrido[3,4-b]pyrazine FC(C1=CC=C(C=C1)C=1N=C2C(=NC1)C(=NC=C2)C=2SC1=C(C2)C=CC=C1)(F)F